COC=1C=C(C=C(C1)OC)C=CC1=CC=C(C=C1)[N+](=O)[O-] 3,5-dimethoxy-4'-nitrostilbene